N1=C(OC(C2=C1C=CC=C2)=O)C2=CC(=CC(=C2)C2=NC1=C(C(O2)=O)C=CC=C1)C1=NC2=C(C(O1)=O)C=CC=C2 1,3,5-tri(3,1-benzoxazine-4-on-2-yl)benzene